C(C)(=O)C1=CC2=C(NC(O2)=O)C=C1 6-acetylbenzo[d]oxazol-2(3H)-one